CC12CC3CC(CC(C1)(C3)C)C2 3,5-Dimethyladamantane